OC1=C(C(=O)NC2=NC=CC=C2)C=C(C=C1S(=O)(=O)O)O 2-(2,5-Dihydroxy-3-sulfobenzamido)pyridin